ClC1=CC=C(C=C1)C1=NCC=2N(C3=C1C(=C(S3)C#CC3=CC=C(C=N3)CCCCO)C)C(=NN2)C 4-(6-((4-(4-chlorophenyl)-3,9-dimethyl-6H-thieno[3,2-f][1,2,4]triazolo[4,3-a][1,4]diazepin-2-yl)ethynyl)pyridin-3-yl)butan-1-ol